CN1S(CC(N=C1)(C=1CC(C=CC1)=S)C)(=O)=O 2,5-dimethyl-1,1-dioxo-5-(3-thionophenyl)-1,2,4-thiadiazin